((4-methoxy-3,5-dimethylpyridin-2-yl)methyl)(3-methyl-5-(1-tosyl-1H-indol-5-yl)phenyl)carbamic acid tert-butyl ester C(C)(C)(C)OC(N(C1=CC(=CC(=C1)C=1C=C2C=CN(C2=CC1)S(=O)(=O)C1=CC=C(C)C=C1)C)CC1=NC=C(C(=C1C)OC)C)=O